C(C)(=O)OC(C)CC\C=C(\CC\C=C(/C=O)\C)/C (5E,9Z)-6,10-Dimethyl-11-oxoundeca-5,9-dien-2-yl Acetate